1-(4-Bromopyridin-2-yl)-3-propylurea BrC1=CC(=NC=C1)NC(=O)NCCC